N-[(6-Amino-2-pyridyl)sulfonyl]-2-(4,4-dimethylazepan-1-yl)-6-(3-fluoro-5-isobutoxyphenyl)pyridin-3-carboxamid NC1=CC=CC(=N1)S(=O)(=O)NC(=O)C=1C(=NC(=CC1)C1=CC(=CC(=C1)OCC(C)C)F)N1CCC(CCC1)(C)C